C(CCCCCCCCCCCCCCC)[N+](C)(C)C.[Br-].[K] potassium bromide, cetyl-trimethylammonium salt